1-Methyl-N-(8-methyl-7-(3-(trifluoromethyl)phenoxy)-2,3-dihydrobenzo[b]-[1,4]dioxin-5-yl)-5-oxopyrrolidine-2-carboxamide CN1C(CCC1=O)C(=O)NC1=CC(=C(C=2OCCOC21)C)OC2=CC(=CC=C2)C(F)(F)F